2-(Oct-7-en-1-yl)isoindoline-1,3-dione C(CCCCCC=C)N1C(C2=CC=CC=C2C1=O)=O